C1(=CC=CC=C1)OCCO 2-benzeneOxyethanol